2,2'-(((2,2'-dimethyl-[1,1'-biphenyl]-3,3'-diyl)bis(5-formylbenzo[d]oxazole-2,6-diyl))bis(oxy))diacetonitrile CC1=C(C=CC=C1C=1OC2=C(N1)C=C(C(=C2)OCC#N)C=O)C2=C(C(=CC=C2)C=2OC1=C(N2)C=C(C(=C1)OCC#N)C=O)C